C(C)(C)(C)OC(=O)N[C@H](C(=O)N[C@H](C(=O)OC)C[C@H]1C(NCC1)=O)CC(C)C methyl (S)-2-((S)-2-((tert-butoxycarbonyl)amino)-4-methylpentanamido)-3-((S)-2-oxopyrrolidin-3-yl)propanoate